FC1=CC=C(OCC(=O)N(CC=2SC=CC2)C2=CC=CC=C2)C=C1 2-(4-fluorophenoxy)-N-phenyl-N-(thiophen-2-ylmethyl)acetamide